N-[2'-cyanobiphenyl-4-yl-methyl](L)-valine methyl ester hydrochloride Cl.COC([C@@H](NCC1=CC=C(C=C1)C1=C(C=CC=C1)C#N)C(C)C)=O